C(CCC)N(C(OCCCC)=O)CCCC butyl N,N-dibutylcarbamate